C(#N)C=1C=NN2C1C(=CC(=C2)C=2C=NN(C2)[C@@H]2CN(CC2)C(=O)C2=CC(=C(C=C2)NC(C=C)=O)C)OC (S)-N-(4-(3-(4-(3-cyano-4-methoxypyrazolo[1,5-a]pyridin-6-yl)-1H-pyrazol-1-yl)pyrrolidine-1-carbonyl)-2-methylphenyl)acrylamide